(R)-1-(2-bromo-4-fluorophenyl)propan-2-amine BrC1=C(C=CC(=C1)F)C[C@@H](C)N